(5aR,5bS,7aR,10aS,10bS)-5a,7a-dimethyl-8-(6-methylheptan-2-yl)-N-(2,5-dimethoxyphenyl)-5,5a,5b,6,7,7a,8,9,10,10a,10b,11-dodecahydro-4H-cyclopenta[7,8]phenanthro[2,1-d]thiazol-2-amine C[C@@]12CCC=3N=C(SC3C2=CC[C@H]2[C@H]3[C@](CC[C@H]12)(C(CC3)C(C)CCCC(C)C)C)NC3=C(C=CC(=C3)OC)OC